3-(4-(2-((6-(4-ethylpiperazin-1-yl)pyrimidin-4-yl)amino)thiazol-5-yl)phenyl)urea C(C)N1CCN(CC1)C1=CC(=NC=N1)NC=1SC(=CN1)C1=CC=C(C=C1)NC(N)=O